C(#N)C1=CC=2C(C3=CC=CC=C3OC2C=C1)NC(=O)C=1C(NC(=CC1)C(F)(F)F)=O N-(2-cyano-9H-xanthen-9-yl)-2-oxo-6-(trifluoromethyl)-1,2-dihydropyridine-3-carboxamide